7-{[1-(L-α-glutaminyl)azetidin-3-yl]oxy}-2-hydroxy-3,4-dihydro-2H-1,2-benzoxaborinine-8-carboxylic acid hydrochloride Cl.N[C@@H](CCC(=O)N1CC(C1)OC1=C(C2=C(CCB(O2)O)C=C1)C(=O)O)C(N)=O